2-(3-acetyl-5-(pyrimidin-5-ylamino)-1H-indol-1-yl)-N-(2-((3-chloro-2-fluorophenylmethyl)amino)-2-oxoethyl)-N-((trans)-3-hydroxycyclobutyl)acetamide C(C)(=O)C1=CN(C2=CC=C(C=C12)NC=1C=NC=NC1)CC(=O)N([C@@H]1C[C@H](C1)O)CC(=O)NCC1=C(C(=CC=C1)Cl)F